(3-(chloromethyl)phenyl)(pyrrolidin-1-yl)methanone ClCC=1C=C(C=CC1)C(=O)N1CCCC1